C[C@](N)(CC1=CC=C(C=C1)O)C(=O)O Cα-methyl-tyrosine